C(C)N(C=1C=CC=2C3(C4=CC=C(C=C4OC2C1)N(CC)CC)N(C(C1=CC=CC=C13)=O)C1=C(C=CC=C1)B(O)O)CC [2-[3',6'-bis(diethylamino)-3-oxospiro[isoindol-1,9'-xanthen]-2-yl]phenyl]boronic acid